6-(2,4-Difluorophenoxy)-2-(methylthio)pyrido[2,3-d]pyrimidin-7(8H)-one FC1=C(OC2=CC3=C(N=C(N=C3)SC)NC2=O)C=CC(=C1)F